tri(4-tert-butylphenyl)phosphine C(C)(C)(C)C1=CC=C(C=C1)P(C1=CC=C(C=C1)C(C)(C)C)C1=CC=C(C=C1)C(C)(C)C